p-tolyloxazolidin-2-one C1(=CC=C(C=C1)N1C(OCC1)=O)C